N1C[C@@H](CCC1)C1=CN=C2C(=N1)N=CC=C2 3-[(3R)-3-piperidyl]pyrido[2,3-b]pyrazine